F[C@@H]1CN(CC1)C1=NC=CC(=C1C1=NC2=C(N1)CC(CC2)OC)C2=CC=CC=C2 2-(2-((S)-3-fluoropyrrolidin-1-yl)-4-phenylpyridin-3-yl)-6-methoxy-4,5,6,7-tetrahydro-1H-benzo[d]imidazole